(4R,11bS)-4-(2-((S)-(4-Fluorophenyl)(4-methoxyphenyl)silyl)phenyl)-4,5-dihydro-3H-dinaphtho[2,1-c:1',2'-e]phosphepine FC1=CC=C(C=C1)[Si@@H](C1=C(C=CC=C1)P1CC2=C(C3=C(C1)C=CC1=CC=CC=C13)C=1C=CC=CC1C=C2)C2=CC=C(C=C2)OC